(S)-1-(4-Methoxy-benzenesulfonyl)-pyrrolidine-2-carboxylic acid benzofuran-6-ylmethyl-(4,4-dimethyl-cyclohexyl)-amide O1C=CC2=C1C=C(C=C2)CN(C(=O)[C@H]2N(CCC2)S(=O)(=O)C2=CC=C(C=C2)OC)C2CCC(CC2)(C)C